CC1=NOC(=C1C)NC(=O)C=1C(=C(C(=CC1CCCCC)O)C1=C(C=CC(=C1)C)C(=C)C)O N-(3,4-dimethylisoxazol-5-yl)-2,6-dihydroxy-5'-methyl-4-pentyl-2'-(prop-1-en-2-yl)-[1,1'-biphenyl]-3-carboxamide